(4-fluoro-2-methylphenyl(sulfamoyl)phenyl)-1-(pyridin-3-ylmethyl)urea FC1=CC(=C(C=C1)C=1C(=C(C=CC1)N(C(=O)N)CC=1C=NC=CC1)S(N)(=O)=O)C